(1R,2S,5S)-N-[cyano(phthalazin-1-yl)methyl]-3-[(2S)-2-(cyclopropanecarbonylamino)-3-cyclopropyl-propanoyl]-6,6-dimethyl-3-azabicyclo[3.1.0]hexane-2-carboxamide C(#N)C(NC(=O)[C@@H]1[C@H]2C([C@H]2CN1C([C@H](CC1CC1)NC(=O)C1CC1)=O)(C)C)C1=NN=CC2=CC=CC=C12